O=C1N(CC2=CC(=CC=C12)NCC1CCNCC1)C1C(NC(CC1)=O)=O 3-(1-oxo-5-((piperidin-4-ylmethyl)amino)isoindol-2-yl)piperidine-2,6-dione